S(=O)(=O)(OCCCCCCCCCCCC)[O-] monolauryl sulfate